FC=1C=C2C(C=C(N(C2=CC1CNC(OC(C)(C)C)=O)C)C)=C=O tert-butyl ((6-fluoro-1,2-dimethyl-4-carbonyl-1,4-dihydroquinolin-7-yl)methyl)carbamate